tert-butyl 2-benzyltetrahydro-2H-pyrrolo[3,4-d]isoxazole-5(3H)-carboxylate C(C1=CC=CC=C1)N1OC2C(C1)CN(C2)C(=O)OC(C)(C)C